COC(C1=C(C=CC=C1)OC)OC 1-(dimethoxymethyl)-2-methoxybenzene